bis-(2-methylphenol) carbonate C(O)(O)=O.CC1=C(C=CC=C1)O.CC1=C(C=CC=C1)O